4-(2,4-difluorophenoxy)-N-(2,6-dimethoxypyridin-3-yl)-3-(6-methyl-7-oxo-6,7-dihydro-1H-pyrrolo[2,3-c]pyridin-4-yl)benzamide FC1=C(OC2=C(C=C(C(=O)NC=3C(=NC(=CC3)OC)OC)C=C2)C=2C3=C(C(N(C2)C)=O)NC=C3)C=CC(=C1)F